4-bromo-2,6-di-t-butylbenzaldehyde BrC1=CC(=C(C=O)C(=C1)C(C)(C)C)C(C)(C)C